methyl (S)-2-amino-3-(7-(2,6-dichloro-4-fluorophenyl)-2,3-dihydro-1H-inden-4-yl)propanoate N[C@H](C(=O)OC)CC1=C2CCCC2=C(C=C1)C1=C(C=C(C=C1Cl)F)Cl